methyl (E)-hexadeca-10,15-dienoate C(CCCCCCCC\C=C\CCCC=C)(=O)OC